N-(4-chloro-2-(trifluoromethoxy)benzyl)-1-(4-methoxybenzyl)piperidine-4-carboxamide ClC1=CC(=C(CNC(=O)C2CCN(CC2)CC2=CC=C(C=C2)OC)C=C1)OC(F)(F)F